5-ethynyl-6-fluoro-4-(8-fluoro-4-(1,4-oxazepan-4-yl)-2-(quinuclidin-2-ylmethoxy)pyrido[4,3-d]pyrimidin-7-yl)naphthalen-2-ol C(#C)C1=C2C(=CC(=CC2=CC=C1F)O)C1=C(C=2N=C(N=C(C2C=N1)N1CCOCCC1)OCC1N2CCC(C1)CC2)F